N-(3-fluoro-4-((2-methyl-3H-imidazo[4,5-b]pyridin-7-yl)oxy)phenyl)-5-(4-fluorophenyl)-6-oxo-2,3,5,6-tetrahydrofuro[3,2-c]pyridine-7-carboxamide FC=1C=C(C=CC1OC1=C2C(=NC=C1)NC(=N2)C)NC(=O)C2=C1C(=CN(C2=O)C2=CC=C(C=C2)F)CCO1